(R)-3-(((6-(2-ethylphenyl)-2-methyl-1,2,3,4-tetrahydroisoquinolin-1-yl)methyl)amino)isonicotinic acid C(C)C1=C(C=CC=C1)C=1C=C2CCN([C@H](C2=CC1)CNC1=C(C(=O)O)C=CN=C1)C